C(C=C)(=O)N1CC(C1)N1C=C(C2=CC(=CC=C12)C1=CC(=CC2=CC=CC=C12)O)C(=O)N 1-(1-acryloylazetidin-3-yl)-5-(3-hydroxynaphthalen-1-yl)-1H-indole-3-carboxamide